C(C)(C)(C)OC(N(S(=O)(=O)C)C=1C(=NC=NC1)CBr)=O (4-(Bromomethyl)pyrimidin-5-yl)(methylsulfonyl)carbamic acid tert-butyl ester